F[P-](F)(F)(F)(F)F.[Br-].N1(CCCC1)[PH+](N1CCCC1)N1CCCC1.N1(CCCC1)[PH+](N1CCCC1)N1CCCC1 trispyrrolidinyl-phosphonium bromide hexafluorophosphate salt